CO[C@H]1[C@H](C[C@H](C1)NC(OCC1=CC=CC=C1)=O)NC(OC(C)(C)C)=O benzyl tert-butyl [(1R,3S,4R)-4-methoxycyclopentane-1,3-diyl]biscarbamate